C(=C)C1C(CC(CC1)C=C)C=C 1,2,4-trivinylcyclohexane